FC1=CC=C2C(=CC=NC2=C1)N1CCN(CC1)C(=O)C1CN(CCC1)S(=O)(=O)C=1C=NC(=CC1)N1CCN(CC1)C (4-(7-fluoroquinolin-4-yl)piperazin-1-yl)(1-((6-(4-methylpiperazin-1-yl)pyridin-3-yl)sulfonyl)piperidin-3-yl)methanone